ClC1=C(C=NO)C(=CC=C1[N+](=O)[O-])Cl 2,6-dichloro-3-nitrobenzaldehyde oxime